CO[Si](CCCN(CCN)CCN)(OC)OC N'-(3-trimethoxysilylpropyl)diethylenetriamine